(R)-3-phenyl-1-(p-bromophenyl)propan-1-ol C1(=CC=CC=C1)CC[C@@H](O)C1=CC=C(C=C1)Br